FC(OC=1C=NC(=NC1)N[C@@H]1C[C@H](CC1)NC1=CC=C(C=N1)N1CC=CC=C1)F 6'-[[(1S,3S)-3-[[5-(DIFLUOROMETHOXY)-2-PYRIMIDINYL]AMINO]CYCLOPENTYL]AMINO][1(2H),3'-BIPYRIDIN]